trimethylcyclohexyl Acrylate (trimethylcyclohexyl Acrylate) CC1(C(CCCC1)(C(C(=O)O)=C)C)C.C(C=C)(=O)OC1(C(CCCC1)(C)C)C